ClC1=NN(C=C1[N+](=O)[O-])C(C(=O)OCC)(C(=O)OCC)C diethyl 2-(3-chloro-4-nitro-1H-pyrazol-1-yl)-2-methylmalonate